N-(3-methoxy-4-{[3-(4-{[(1R,4R)-4-(dimethylamino)cyclohexyl]amino}-1-(2,2,2-trifluoroethyl)-1H-indol-2-yl)prop-2-yn-1-yl]amino}benzenesulfonyl)propanamide COC=1C=C(C=CC1NCC#CC=1N(C2=CC=CC(=C2C1)NC1CCC(CC1)N(C)C)CC(F)(F)F)S(=O)(=O)NC(CC)=O